5-(4-fluorophenyl)-6-methyl-N-[4-[(6-methyl-7-pyridin-3-yl-1,5-naphthyridin-4-yl)oxy]phenyl]-4-oxo-1-propan-2-ylpyridine-3-carboxamide FC1=CC=C(C=C1)C=1C(C(=CN(C1C)C(C)C)C(=O)NC1=CC=C(C=C1)OC1=CC=NC2=CC(=C(N=C12)C)C=1C=NC=CC1)=O